ClC1=C(C=CC=C1C1=C(C(=NC=C1)Cl)Cl)C1=CC=C(C(=N1)OC)CN1CC2(CN(C2)C(COC)=O)C1 1-(6-((6-(2-Chloro-3-(2,3-dichloropyridin-4-yl)phenyl)-2-methoxypyridin-3-yl)methyl)-2,6-diazaspiro[3.3]heptan-2-yl)-2-methoxyethan-1-one